heptanediamine furandiformate O1C(=C(C=C1)C(=O)O)C(=O)O.C(CCCCCC)(N)N